C(CCCCCCCCCCCCCCC)(=O)OC[C@@H](OC(CCCCCCCCCCCCCCC)=O)COP(=O)(O)OC[C@H](N)C(=O)O 1,2-dipalmitoyl-sn-glycero-3-phosphoryl-L-serine